2-(7-chloro-9H-carbazol-2-yl)-N-(3-(hydroxymethyl)phenyl)acetamide ClC1=CC=C2C=3C=CC(=CC3NC2=C1)CC(=O)NC1=CC(=CC=C1)CO